C(C)OC(CC(C1=C(C2=C(N(N=N2)CCCCCOS(=O)(=O)C)C=C1)C)C1=CC=C2CCN(CC2=C1)C(=O)OC(C)(C)C)=O tert-butyl 7-(3-ethoxy-1-(4-methyl-1-(5-((methylsulfonyl)oxy)pentyl)-1H-benzo[d][1,2,3]triazol-5-yl)-3-oxopropyl)-3,4-dihydroisoquinoline-2(1H)-carboxylate